1-[2-[6-(1-cyano-1-methyl-ethyl)-3-ethylsulfonyl-imidazo[1,2-a]pyridin-2-yl]-3-oxo-isoindolin-5-yl]cyclopropanecarbonitrile C(#N)C(C)(C)C=1C=CC=2N(C1)C(=C(N2)N2CC1=CC=C(C=C1C2=O)C2(CC2)C#N)S(=O)(=O)CC